5,8,26,29-tetrathiatritriacontan-17-yl 4-(dimethylamino)butanoate CN(CCCC(=O)OC(CCCCCCCCSCCSCCCC)CCCCCCCCSCCSCCCC)C